4-((1,6-dimethyl-2-oxo-1,2,3,4-tetrahydroquinolin-7-yl)amino)-2-(2,6-dioxopiperidin-3-yl)isoindoline-1,3-dione CN1C(CCC2=CC(=C(C=C12)NC1=C2C(N(C(C2=CC=C1)=O)C1C(NC(CC1)=O)=O)=O)C)=O